C(CCCCC)C1CCCC(C1)=O 5-n-hexylcyclohexanone